3-bromo-6-chloro-2-(3-hydroxypropyl)-4-nitrophenol BrC=1C(=C(C(=CC1[N+](=O)[O-])Cl)O)CCCO